C(C)(C)C1=C(NC2=CC=C(C=C12)C1CCN(CC1)CC=1N=C(NC1)C)C=1C=CC=2N(C1)C=C(N2)C 6-(3-isopropyl-5-(1-((2-methyl-1H-imidazol-4-yl)methyl)piperidin-4-yl)-1H-indol-2-yl)-2-methylimidazo[1,2-a]pyridine